C(C)(C)C1=C2C=CN=CC2=C(C=C1)N1[C@@H]([C@H](C1)CS(=O)(=O)C)C 5-isopropyl-8-((2R,3S)-2-methyl-3-((methylsulfonyl)methyl)azetidin-1-yl)isoquinoline